FC=1C=C(C=CC1)NC1=NC=C(C(=N1)NC1=CC=CC=C1)C(=O)N 2-(3-fluorophenylamino)-4-(phenylamino)pyrimidine-5-carboxamide